N1C(=NC2=C1C=CC=C2)CNCCC=2SC=C(N2)C(=O)NCC2=NC=CC=C2CO 2-{2-[(1H-1,3-Benzodiazol-2-ylmethyl)amino]ethyl}-N-{[3-(hydroxymethyl)pyridin-2-yl]methyl}-1,3-thiazole-4-carboxamide